(R)-N-(1-cyanopyrrolidin-3-yl)-2-fluoro-4-(2-methylpyrimidin-4-yl)benzamide C(#N)N1C[C@@H](CC1)NC(C1=C(C=C(C=C1)C1=NC(=NC=C1)C)F)=O